N-(4'-((2-(1,1-difluoroethyl)pyrimidin-4-yl)amino)-3-fluoro-[2,3'-bipyridyl]-6'-yl)acetamide FC(C)(F)C1=NC=CC(=N1)NC1=C(C=NC(=C1)NC(C)=O)C1=NC=CC=C1F